tetravinylbiphenyl C(=C)C=1C(=C(C(=C(C1)C1=CC=CC=C1)C=C)C=C)C=C